Diurea Acrylate C(C=C)(=O)O.NC(=O)N.NC(=O)N